FC1=C(C2=C(C=CC=C2C=C1)C1BOOC1)C#C[Si](C(C)C)(C(C)C)C(C)C ((2-fluoro-8-(4,5-dioxaborolan-2-yl)naphthalen-1-yl)ethynyl)triisopropylsilane